tert-butyl N-[3-(4-chloro-2-nitro-anilino)-2-hydroxy-propyl]carbamate ClC1=CC(=C(NCC(CNC(OC(C)(C)C)=O)O)C=C1)[N+](=O)[O-]